ClC1=CC=C(C=C1)C=1SC2=C(N1)C=CC=C2 2-(4-Chlorophenyl)benzothiazole